azacyclododecan N1CCCCCCCCCCC1